3-((1-((benzyloxy)methyl)cyclopropyl)sulfonyl)-3-methylbutane-1,2-diol C(C1=CC=CC=C1)OCC1(CC1)S(=O)(=O)C(C(CO)O)(C)C